CC1=NC=C2C(=N1)NN=C2 6-Methyl-1H-pyrazolo[3,4-d]pyrimidine